[5-({3-[(piperazin-1-yl)methyl]azetidin-1-yl}methyl)-1,3-dihydro-2H-isoindol-2-yl]methanone N1(CCNCC1)CC1CN(C1)CC=1C=C2CN(CC2=CC1)C=O